ClC=1C=C(C=CC1)C(CC1=CC(=CC=C1)Cl)OC(=O)N[C@H](C(=O)O)CC1CCCCC1 (2S)-2-(((1,2-bis(3-chlorophenyl)ethoxy)carbonyl)amino)-3-cyclohexylpropanoic acid